O-((1R,3R)-3-(2-(5,6,7,8-tetrahydro-1,8-naphthyridin-2-yl)ethyl)cyclobutyl)-N-(4,4,4-trifluoro-3,3-dimethylbutanoyl)-L-homoserine N1=C(C=CC=2CCCNC12)CCC1CC(C1)OCC[C@H](NC(CC(C(F)(F)F)(C)C)=O)C(=O)O